1-(5-(4-(2,4-dichlorophenyl)piperazin-1-yl)pentyl)-1H-benzo[d]imidazol ClC1=C(C=CC(=C1)Cl)N1CCN(CC1)CCCCCN1C=NC2=C1C=CC=C2